C(C1CO1)OCCC[Si](O)(O)O (3-Glycidyloxypropyl)silantriol